COC1=C(CN2C(C=3C4=C(C=5N(C6=CC(=CC=C6C5C3C2=O)O)CCN2CCOCC2)NC=2C=C(C=CC24)O)=O)C=CC(=C1)OC 6-(2,4-dimethoxybenzyl)-2,10-dihydroxy-12-(2-morpholinoethyl)-12,13-dihydro-5H-indolo[2,3-a]pyrrolo[3,4-c]carbazole-5,7(6H)-dione